3-[4-(6-methoxynaphthalene-2-sulfonyl)phenyl]-1-(pyridin-3-ylmethyl)urea COC=1C=C2C=CC(=CC2=CC1)S(=O)(=O)C1=CC=C(C=C1)NC(NCC=1C=NC=CC1)=O